1-[(2S)-2-(5-bromo-2-fluorophenoxy)propyl]-1H-tetrazole BrC=1C=CC(=C(O[C@H](CN2N=NN=C2)C)C1)F